C(CCCCC)[Si](CC=C)(C)C hexyldimethyl-2-propen-1-ylsilane